N[C@H]1C[C@H](CC1)NC1=NC=C2C=C(N=C(C2=C1)NC(C)C)C#N 7-(((1S,3R)-3-aminocyclopentyl)amino)-1-(isopropylamino)-2,6-naphthyridine-3-carbonitrile